Ethyl 1-allyl-5-(4-fluorophenyl)-4-oxo-1,4-dihydropyridazine-3-carboxylate C(C=C)N1N=C(C(C(=C1)C1=CC=C(C=C1)F)=O)C(=O)OCC